tert-butyl 4-[[4-cyano-2-[3-[(2,2-difluoro-1,3-benzodioxol-5-yl)-methyl-carbamoyl]phenyl]-5-(trifluoromethyl)pyrazol-3-yl]methoxy]benzoate C(#N)C1=C(N(N=C1C(F)(F)F)C1=CC(=CC=C1)C(N(C)C1=CC2=C(OC(O2)(F)F)C=C1)=O)COC1=CC=C(C(=O)OC(C)(C)C)C=C1